IC1=CC=C(C=C1)S(=O)(=O)NCC=1N=NN(C1)CC1=CC=C(NC(C(C(=O)OC)C)=O)C=C1 methyl 3-[4-[[4-[[(4-iodophenyl)sulfonylamino]methyl]triazol-1-yl]methyl]anilino]-2-methyl-3-oxo-propanoate